lithium 4,5-dihydroxypentanesulfonate OC(CCCS(=O)(=O)[O-])CO.[Li+]